CC1(OCC[C@@H](C1)C1=CC2=C(N(C(=C2)C(=O)N(C2=CC=CC=C2)C)[C@@]2([C@H](C2)C)C2=NOC(N2)=C=O)S1)C 2-((S)-2,2-dimethyltetrahydro-2H-pyran-4-yl)-N-methyl-6-((1S,2S)-2-methyl-1-(5-carbonyl-4,5-dihydro-1,2,4-oxadiazol-3-yl)cyclopropyl)-N-phenyl-6H-thieno[2,3-b]pyrrole-5-carboxamide